C(C)(C)(C)OC(=O)N1CCN(CC1)C1=NC(=CC(=N1)C1CC1)C(C1=CC=CC=C1)(F)F 4-[4-Cyclopropyl-6-[difluoro(phenyl)methyl]pyrimidin-2-yl]piperazine-1-carboxylic acid tert-butyl ester